ClC=1C=C2C(=C(N=NC2=C(C1)F)C(C)(C)O)CC 2-(6-chloro-4-ethyl-8-fluorocinnolin-3-yl)propan-2-ol